CO[Si](CCCC=C(C(=O)O)C)(OC)OC.[SiH4] silane (3-(trimethoxysilyl) propyl methacrylate)